C(C)(C)(C)OC(=O)N1CCC2(CN(C2)C2C(CN(CC2)CC2=CC=C(C=C2)OC)C2=C(C=CC=C2)C(C)C)CC1 2-(3-(2-Isopropylphenyl)-1-(4-methoxybenzyl)piperidin-4-yl)-2,7-diazaspiro[3.5]nonane-7-carboxylic acid tert-butyl ester